ClC=1C=NN2C1N=C(NC1=C2C=C(C=C1)N1CCN(CC1)C)C1=C(C=CC=C1F)F 3-chloro-5-(2,6-difluorophenyl)-9-(4-methylpiperazin-1-yl)-6H-pyrazolo[1,5-a][1,3,5]benzotriazepine